(±)-2-amino-N-methyl-2-(3-(trifluoromethyl)phenyl)acetamide trifluoroacetate salt FC(C(=O)O)(F)F.N[C@@H](C(=O)NC)C1=CC(=CC=C1)C(F)(F)F |r|